NC1=NC=CC=C1C1=NC=2C(=NC(=C(C2)C#N)C2=CC=C(C=C2)F)N1C1=CC=C(C=C1)CN1CCC(CC1)NC1=NC(=NC=C1)C#N 2-(2-aminopyridin-3-yl)-3-(4-((4-((2-cyanopyrimidin-4-yl)amino)piperidin-1-yl)methyl)phenyl)-5-(4-fluorophenyl)-3H-imidazo[4,5-b]pyridine-6-carbonitrile